(S)-3-((5-amino-1-((5-(piperidin-4-yl)quinolin-8-yl)methyl)-1H-pyrazolo[4,3-d]pyrimidin-7-yl)amino)hexan-1-ol NC=1N=C(C2=C(N1)C=NN2CC=2C=CC(=C1C=CC=NC21)C2CCNCC2)N[C@H](CCO)CCC